S(=O)(=O)(O)O.C(CCCCCCCCCCCCCCC)OCCCCCCCC\C=C/CCCCCCCC oleyl hexadecyl ether sulfate